6-(6-hydroxypyridin-3-yl)pyrazine-2-carbohydrazide OC1=CC=C(C=N1)C1=CN=CC(=N1)C(=O)NN